NC1=CC=C2CN(C(C2=C1)=O)C=1C=CC=C2C(=CNC12)C1=NC(=NC=C1C)NC1=NN(C(=C1)C)C 6-amino-2-(3-(2-((1,5-dimethyl-1H-pyrazol-3-yl)amino)-5-methylpyrimidin-4-yl)-1H-indol-7-yl)isoindolin-1-one